ClC1=NC(=NC=C1C(F)(F)F)NC[C@H]1N(C[C@H](O[C@H]1C)C)C(=O)OC(C)(C)C tert-butyl (2S,3R,6R)-3-(((4-chloro-5-(trifluoromethyl)pyrimidin-2-yl)amino)methyl)-2,6-dimethylmorpholine-4-carboxylate